C1=CC(=CC=C1/C=C/C(=O)C2=C(C=C(C=C2)O)O)O 6'-deoxychalcone